N-(2-((4-(2-(((5-Ethoxypyridin-3-yl)methyl)((1-methyl-1H-indazol-5-yl)methyl)amino)ethyl)phenyl)carbamoyl)-4,5-dimethoxyphenyl)quinoxaline-2-carboxamide C(C)OC=1C=C(C=NC1)CN(CCC1=CC=C(C=C1)NC(=O)C1=C(C=C(C(=C1)OC)OC)NC(=O)C1=NC2=CC=CC=C2N=C1)CC=1C=C2C=NN(C2=CC1)C